4-(4-((3-ethyl-2-oxo-4-thioxo-1,2,3,4-tetrahydroquinazolin-7-yl)methyl)piperazin-1-yl)-2-fluoro-N-methylbenzamide C(C)N1C(NC2=CC(=CC=C2C1=S)CN1CCN(CC1)C1=CC(=C(C(=O)NC)C=C1)F)=O